C(#N)C1=C(C=CC=C1)[C@H]1[C@@H](N=C(O1)N1C[C@H](N(CC1)C([C@H](NC1CCCCC1)CCCCNS(=O)(=O)C)=O)C(=O)NCC=1SC=CC1)C (2S)-4-[(4S,5S)-5-(2-cyanophenyl)-4-methyl-4,5-dihydro-1,3-oxazol-2-yl]-1-[N2-cyclohexyl-N6-(methylsulfonyl)-D-lysyl]-N-(thiophen-2-ylmethyl)piperazine-2-carboxamide